CCCCCCCCCCCC[NH+]=C(N)N The molecule is a guanidinium ion resulting from the protonation of the imino nitrogen of 1-dodecylguanidine. The major species at pH 7.3. It is a conjugate acid of a 1-dodecylguanidine.